tert-butyl (tert-butoxycarbonyl)(3-(3-(4-(guanidinomethylidene)-2-(trifluoromethyl)phenyl)isoxazol-5-yl)-5-(4-(isopropylsulfonyl)phenyl)pyrazin-2-yl)carbamate C(C)(C)(C)OC(=O)N(C(OC(C)(C)C)=O)C1=NC=C(N=C1C1=CC(=NO1)C1=C(CC(C=C1)=CNC(=N)N)C(F)(F)F)C1=CC=C(C=C1)S(=O)(=O)C(C)C